C(CCCCCCCCCCC)C1=CC=C(C=C1)NC(C(CNC(OC(C)(C)C)=O)NC(OC(C)(C)C)=O)=O di-tert-butyl (3-((4-dodecylphenyl)amino)-3-oxopropane-1,2-diyl)dicarbamate